C1(=CC=CC=C1)CNC(OC1=CC=C(C=C1)OC1=CC=NC2=CC(=C(C=C12)OC)OC)=O 4-{[6,7-bis(methyloxy)quinolin-4-yl]oxy}phenyl (phenylmethyl)carbamate